C(C)(C)(C)[C@@]1(N(C[C@H](N(C1)CC1CCN(CC1)C(=O)OCC1=CC=CC=C1)C)C(=O)OCCNC1=NC=NC2=CC=C(C=C12)OC)C 2-((6-methoxyquinazolin-4-yl)amino)ethan-1-ol tert-butyl-(2S,5R)-4-((1-((benzyloxy)carbonyl)piperidin-4-yl)methyl)-2,5-dimethylpiperazine-1-carboxylate